(3-(6-bromopyridin-2-yl)imidazo[1,2-a]pyridin-6-yl)propan-2-ol BrC1=CC=CC(=N1)C1=CN=C2N1C=C(C=C2)CC(C)O